C(#N)/C(/C(=O)NC1=NC=C(C=N1)OCCOC)=C(\C=1C=NOC1C)/O (Z)-2-cyano-3-hydroxy-N-(5-(2-methoxyethoxy)pyrimidin-2-yl)-3-(5-methylisoxazol-4-yl)acrylamide